O=C1N(CC2=C(C=CC=C12)CN1C(C(NC(C1([2H])[2H])([2H])[2H])([2H])[2H])([2H])[2H])C1C(NC(CC1)=O)=O 3-(1-oxo-4-((piperazin-1-yl-2,2,3,3,5,5,6,6-d8)methyl)isoindolin-2-yl)piperidine-2,6-dione